1-ethyl-N-((S)-(7-fluoro-5-((S)-2-methoxy-1-((S)-2-oxo-4-(trifluoromethyl)imidazolidin-1-yl)ethyl)benzo[d]oxazol-2-yl)((1r,4S)-4-fluorocyclohexyl)methyl)-1H-pyrazole-5-carboxamide C(C)N1N=CC=C1C(=O)N[C@@H](C1CCC(CC1)F)C=1OC2=C(N1)C=C(C=C2F)[C@@H](COC)N2C(N[C@@H](C2)C(F)(F)F)=O